N-[3-[[1-(1,3-benzothiazol-2-yl)-2-(3-cyanophenyl)ethyl]sulfamoyl]phenyl]-4-oxo-1H-pyridine-3-carboxamide S1C(=NC2=C1C=CC=C2)C(CC2=CC(=CC=C2)C#N)NS(=O)(=O)C=2C=C(C=CC2)NC(=O)C2=CNC=CC2=O